N-[2-({[2-({4-[(1R)-1-aminoethyl]phenyl}amino)-5-(trifluoromethyl)pyrimidin-4-yl]amino}methyl)pyridin-3-yl]-N-methylmethane-sulfonamide N[C@H](C)C1=CC=C(C=C1)NC1=NC=C(C(=N1)NCC1=NC=CC=C1N(S(=O)(=O)C)C)C(F)(F)F